NC1=C(C(N(C2=NC(=CC=C12)C(F)F)C1=CC=C(C=C1)N)=O)C(=O)OC methyl 4-amino-1-(4-aminophenyl)-7-(difluoromethyl)-2-oxo-1,2-dihydro-1,8-naphthyridine-3-carboxylate